(3-chloro-5-(methylsulfonylamino)phenyl)-4-(3-(pyrimidin-2-yloxy)pyridin-2-yl)thiophene-2-carboxamide ClC=1C=C(C=C(C1)NS(=O)(=O)C)C1=C(SC=C1C1=NC=CC=C1OC1=NC=CC=N1)C(=O)N